C(C)OC(=O)C1=C(C=CC(=N1)C=1C=NC=CC1)N 5-amino-[2,3'-bipyridine]-6-carboxylic acid ethyl ester